(S)-6-acetyl-2-(3-(cyclobutyl(4-methyl-4H-1,2,4-triazol-3-yl)methyl)phenyl)-4-(trifluoromethyl)isoindolin-1-one C(C)(=O)C1=CC(=C2CN(C(C2=C1)=O)C1=CC(=CC=C1)[C@@H](C1=NN=CN1C)C1CCC1)C(F)(F)F